BrC=1C=C(C=C(C1)NCCO)NC(=O)NC1=C(C=CC(=C1)F)CO 1-[3-bromo-5-(2-hydroxyethylamino)phenyl]-3-(5-fluoro-2-hydroxymethylphenyl)urea